2-(thiazol-5-yl)cyclopentan-1-one S1C=NC=C1C1C(CCC1)=O